S-(1-(8-methyl-4-oxo-3,4-dihydroquinazolin-2-yl)ethyl) ethanethioate C(C)(SC(C)C1=NC2=C(C=CC=C2C(N1)=O)C)=O